(2-Isopropoxyphenylmethylene)ruthenium (II) dichloride C(C)(C)OC1=C(C=CC=C1)C=[Ru-2](Cl)Cl